C(=O)C=1C=CC(=C(OCC(=O)N)C1)[N+](=O)[O-] 2-(5-formyl-2-nitrophenoxy)acetamide